5-methyl-2-(2-(4-phenoxybenzamido)acetyl)-2-azabicyclo[3.1.0]hexane-3-carboxamide CC12CC(N(C2C1)C(CNC(C1=CC=C(C=C1)OC1=CC=CC=C1)=O)=O)C(=O)N